ClC(C(C)=O)C(C)=O 3-chloropentane-2,4-dione